(+)-ethyl 2-(4-acetamido-2-((7-(3-(1-((R)-1,1-dimethylethylsulfinamido)-2-fluoroethyl)phenyl)benzofuran-5-yl)methoxy)phenyl)acetate C(C)(=O)NC1=CC(=C(C=C1)CC(=O)OCC)OCC=1C=C(C2=C(C=CO2)C1)C1=CC(=CC=C1)C(CF)N[S@](=O)C(C)(C)C